[Pd].C(C=C)C1=CC=CC1 allyl-(cyclopentadiene) palladium